1-(Cyclopropanecarbonyl)-N-(4-((4-(4-methylpiperidin-1-yl)phenyl)amino)benzyl)pyrrolidine-3-carboxamide C1(CC1)C(=O)N1CC(CC1)C(=O)NCC1=CC=C(C=C1)NC1=CC=C(C=C1)N1CCC(CC1)C